5-tert-butyl-2-(6-methyl-3-pyridyl)pyrazol-3-amine C(C)(C)(C)C=1C=C(N(N1)C=1C=NC(=CC1)C)N